OC1=C(C=CC(=C1)OC)C(\C=C/C1=CC=C(C=C1)OC)=O (Z)-1-(2-Hydroxy-4-methoxyphenyl)-3-(4-methoxyphenyl)prop-2-en-1-one